tert-butyl (R)-2-(((2R,3R,4R,5S,6S)-6-((7H-purin-6-yl)amino)-4,5-dihydroxy-2-(hydroxymethyl)tetrahydro-2H-pyran-3-yl)carbamoyl)pyrrolidine-1-carboxylate N1=CN=C2N=CNC2=C1N[C@@H]1[C@H]([C@@H]([C@H]([C@@H](O1)CO)NC(=O)[C@@H]1N(CCC1)C(=O)OC(C)(C)C)O)O